(1E)-N-[(6-chloro-3-pyridinyl)methyl]-N-ethyl-N'-methyl-2-nitro-1,1-ethenediamine ClC1=CC=C(C=N1)CN(\C(=C\[N+](=O)[O-])\NC)CC